ClC=1C=C(C=CC1F)NC(N(CC1=NNC(=C1)C)C=1C=NC(=CC1)OC)=O (3-Chloro-4-fluorophenyl)-1-(6-methoxypyridin-3-yl)-1-((5-methyl-1H-pyrazol-3-yl)methyl)urea